(2-(dimethylamino)ethyl)-6-methoxy-N-methyl-3-nitropyridine-2,5-diamine CN(CCC1=C(C(=NC(=C1N)OC)NC)[N+](=O)[O-])C